NC1=C(C=C(C=C1F)C=1C=C2C(=NC1)NC=C2C2=CC=C(C(=O)O)C=C2)C(N(C)C)=O 4-(5-(4-amino-3-(dimethylcarbamoyl)-5-fluorophenyl)-1H-pyrrolo[2,3-b]pyridin-3-yl)benzoic acid